C(CCCCCCCCCCC\C=C/CCCCCCCC)(=O)N erucic acid amid